C(C1=CC=CC=C1)N1C[C@H](CC1)NS(=O)(=O)C=1C=NC(=C(C1)F)N1CCOCC1 (S)-N-(1-Benzylpyrrolidin-3-yl)-5-fluoro-6-morpholinopyridine-3-sulfonamide